ClC=1C=C(C=CC1Cl)C(=O)[C@@H]1[C@H](C1)C(=O)OC[C@H]1OC([C@@H]([C@H]([C@@H]1O)O)O)O [(2R,3S,4S,5R)-3,4,5,6-Tetrahydroxyoxan-2-yl]methyl (1S,2S)-2-[(3,4-dichlorophenyl)carbonyl]cyclopropane-1-carboxylate